C(#N)C1=CC=C(C=C1)NC1=NC=C(C(=O)NOC)C(=C1)NC1=C(C=CC=C1)N(S(=O)(=O)C)C 6-((4-cyanophenyl)amino)-N-methoxy-4-((2-(N-methylmethylsulfonamido)phenyl)amino)nicotinamide